NCCOCCOCCN ethylene glycol bis(aminoethyl) ether